FC(S(=O)(=O)NC1=C(C=CC=C1)C1=CC=C2[C@@H]([C@H](COC2=C1)CC1=CC(=NN1C)C1=CC=CC=C1)O)(F)F 1,1,1-Trifluoro-N-(2-((3S,4R)-4-hydroxy-3-((1-methyl-3-phenyl-1H-pyrazol-5-yl)methyl)chroman-7-yl)phenyl)methansulfonamid